methyl (2-cyano-3-fluorophenyl)carbamate C(#N)C1=C(C=CC=C1F)NC(OC)=O